2,4,7-trinitrofluorenylcopper [N+](=O)([O-])C1=C(C=2CC3=CC(=CC=C3C2C(=C1)[N+](=O)[O-])[N+](=O)[O-])[Cu]